6-(4-(1H-indol-3-yl)piperidin-1-yl)-2-morpholinooxazolo[4,5-c]pyridine N1C=C(C2=CC=CC=C12)C1CCN(CC1)C1=CC2=C(C=N1)N=C(O2)N2CCOCC2